Hafnium aluminum Oxide [O-2].[Al+3].[Hf+4]